N-((6-hydroxy-5-(trifluoromethyl)-1H-indol-2-yl)methyl)-1-methylcyclopropane-1-carboxamide OC1=C(C=C2C=C(NC2=C1)CNC(=O)C1(CC1)C)C(F)(F)F